tert-Butyl (3S)-4-(6-chloro-7-(8-chloronaphthalen-1-yl)-8-fluoro-2-(((S)-1-methylpyrrolidin-2-yl)methoxy)quinazolin-4-yl)-3-methylpiperazine-1-carboxylate ClC=1C=C2C(=NC(=NC2=C(C1C1=CC=CC2=CC=CC(=C12)Cl)F)OC[C@H]1N(CCC1)C)N1[C@H](CN(CC1)C(=O)OC(C)(C)C)C